BrC1=CC=C(CCNC2=NC=C(C=N2)C2=NNC(O2)=O)C=C1 5-(2-((4-bromophenethyl)amino)pyrimidin-5-yl)-1,3,4-oxadiazol-2(3H)-one